N-[2-(4-formylcyclohexyl)-6-[[(2S)-5-oxo-1-(2-trimethylsilylethoxymethyl)-pyrrolidin-2-yl]methoxy]indazol-5-yl]-6-(trifluoromethyl)pyridine-2-carboxamide C(=O)C1CCC(CC1)N1N=C2C=C(C(=CC2=C1)NC(=O)C1=NC(=CC=C1)C(F)(F)F)OC[C@H]1N(C(CC1)=O)COCC[Si](C)(C)C